C[Sn](O[Sn](OC(C)=O)(OC(C)=O)C)(C)C tetramethyl-diacetoxydistannoxane